(5-(1-(2-amino-2-oxoethyl)piperidin-4-yl)-2-(7,8-dimethyl-[1,2,4]triazolo[1,5-a]pyridin-6-yl)-3-isopropyl-1H-indol-1-yl)phosphonic acid NC(CN1CCC(CC1)C=1C=C2C(=C(N(C2=CC1)P(O)(O)=O)C=1C(=C(C=2N(C1)N=CN2)C)C)C(C)C)=O